CN(CCOC=1C=C(C=C(C1)N1N=C(C(=C1)C=1C=C2CCNC(C2=CC1)=O)[N+](=O)[O-])NC(C=C)=O)C N-(3-(2-(dimethylamino)ethoxy)-5-(3-nitro-4-(1-oxo-1,2,3,4-tetrahydroisoquinolin-6-yl)-1H-pyrazol-1-yl)phenyl)acrylamide